[Ag].C1(=CC=CC=C1)C#C phenylacetylene silver